BrC=1C=C2C(=CN1)N(C=C2C(C)C)S(=O)(=O)C2=CC=C(C=C2)C 5-bromo-3-isopropyl-1-(p-tolylsulfonyl)pyrrolo[2,3-c]pyridine